ClC1=C(C(=CC=C1)C(F)(F)F)COC=1C=CC(=NC1)N1CC(OCC1)CO [4-(5-{[2-chloro-6-(trifluoromethyl)phenyl]methoxy}pyridin-2-yl)morpholin-2-yl]methanol